O[C@@H]1[C@H]2[C@@H]([C@H]([C@@H](C1)O2)C(=O)NC2=CC(=CC=C2)C(F)(F)F)C=2C(=NN(C2)C(C)C)C(F)(F)F |r| rac-(1r,2r,3s,4r,5s)-5-hydroxy-3-(1-isopropyl-3-(trifluoromethyl)-1H-pyrazol-4-yl)-N-(3-(trifluoromethyl)phenyl)-7-oxabicyclo[2.2.1]heptane-2-carboxamide